COC1=CC2=C(CC(NCC2)=O)C=C1OC 1,3,4,5-tetrahydro-7,8-dimethoxy-2H-3-benzazepine-2-one